1-N-{4-[(2S)-2,3-dihydro-1,4-benzodioxin-2-yl]benzyl}-N-methylcyclohexanamine O1[C@H](COC2=C1C=CC=C2)C2=CC=C(CN(C1CCCCC1)C)C=C2